C(#N)N=C(N)NC 2-cyano-3-methyl-guanidine